(S)-7-(4-(3-aminopiperidin-1-yl)-6-((2-(2-fluoro-6-methoxyphenyl)pyrimidin-4-yl)amino)pyridin-3-yl)-4-methyl-2H-pyrido[3,2-b][1,4]oxazin-3(4H)-one hydrochloride Cl.N[C@@H]1CN(CCC1)C1=C(C=NC(=C1)NC1=NC(=NC=C1)C1=C(C=CC=C1OC)F)C1=CC=2OCC(N(C2N=C1)C)=O